tert-butyl N-[1-(4-bromophenyl)ethyl]carbamate BrC1=CC=C(C=C1)C(C)NC(OC(C)(C)C)=O